C(C)(=O)C1=CC(=C2CNC(C2=C1)=O)C(F)(F)F 6-acetyl-4-(trifluoromethyl)isoindolin-1-one